1-Chloro-5-methylbenzotriazole ClN1N=NC2=C1C=CC(=C2)C